CC1=C(CN2N=C(N=C2)C(=O)N[C@@H]2C(N(C3=C(OC2)C=CC(=C3)C#CC(C)(C)O)C)=O)C(=CC=C1)C (S)-1-(2,6-dimethylbenzyl)-N-(7-(3-hydroxy-3-methylbut-1-yn-1-yl)-5-methyl-4-oxo-2,3,4,5-tetrahydrobenzo[b][1,4]oxazepin-3-yl)-1H-1,2,4-triazole-3-carboxamide